NCCC(C[Si](OC)(OC)C)CN 2-(aminoethyl)-3-aminopropylmethyldimethoxysilane